C[C@@H]1CN(C[C@@H](N1)C)C=1C=CC(=NC1)C1=C(N=C2N1C=C(C(=C2)OC)C(=O)N)C (5-((3R,5S)-3,5-dimethylpiperazin-1-yl)pyridin-2-yl)-7-methoxy-2-methylimidazo[1,2-a]pyridine-6-carboxamide